3-((3-oxo-3-((1-(2,2,2-trifluoroethyl)pyrroline-3-yl)oxy)propyl)amino)-7-(Thiazol-5-yl)benzo[e][1,2,4]triazine-1,4-dioxide O=C(CCNC=1N=[N+](C2=C([N+]1[O-])C=CC(=C2)C2=CN=CS2)[O-])OC2=CN(CC2)CC(F)(F)F